BrC1=CC(=C(C(=O)OC)C=C1NC(N[C@@H](C)C=1N(N=CN1)C1=NC=CC=N1)=O)F methyl 4-bromo-2-fluoro-5-[[(1S)-1-(2-pyrimidin-2-yl-1,2,4-triazol-3-yl)ethyl]carbamoylamino]benzoate